COC1=CC=C(C=C1)CN=C=O 1-methoxy-4-(isocyanato-methyl)benzene